2-bromo-6-(5-methyl-4-(o-tolyl)-4H-1,2,4-triazol-3-yl)pyridine BrC1=NC(=CC=C1)C1=NN=C(N1C1=C(C=CC=C1)C)C